6-{[(3,5-dimethoxyphenyl)amino]methyl}-N-methylthieno[3,2-b]pyridin-7-amine COC=1C=C(C=C(C1)OC)NCC=1C(=C2C(=NC1)C=CS2)NC